P1(=O)(OC2=C(C=C(C=C2C(C)(C)C)C(C)(C)C)CC2=C(C(=CC(=C2)C(C)(C)C)C(C)(C)C)O1)[O-] 2,2'-Methylene-bis(4,6-di-tert-butylphenyl) phosphate